(S,2R)-N'-((6-(2-methoxypyridin-4-yl)-2-methyl-3-(trifluoromethyl)phenyl)carbamoyl)-2-methyl-2,3-dihydropyrazolo[5,1-b]oxazole-7-sulfonimidamide COC1=NC=CC(=C1)C1=CC=C(C(=C1NC(=O)N=[S@@](=O)(N)C=1C=NN2C1O[C@@H](C2)C)C)C(F)(F)F